ClC=1C(=NC=CC1NC(OC(C)(C)C)=O)N1N=CC(=C1C(F)(F)F)C(NC=1C=NC(=C(C1)Cl)N1N=CC=N1)=O tert-Butyl (3-chloro-2-(4-((5-chloro-6-(2H-1,2,3-triazol-2-yl) pyridin-3-yl)carbamoyl)-5-(trifluoromethyl)-1H-pyrazol-1-yl)pyridin-4-yl)carbamate